N-(hexahydropyridin-4-ylmethyl)-6-(5-methylfuran-2-yl)-1-benzofuran-2-carboxamide N1CCC(CC1)CNC(=O)C=1OC2=C(C1)C=CC(=C2)C=2OC(=CC2)C